dimethyl-5-(trimethylstannyl)pyrazine-2-carboxamide CC1=C(N=C(C(=N1)C(=O)N)C)[Sn](C)(C)C